(R)-3-(3-cyano-4-fluorophenyl)-1-(8-fluoro-6-oxo-1,4,5,6-tetrahydro-2H-pyrano[3,4-c]isoquinolin-1-yl)-1-isobutyl-urea C(#N)C=1C=C(C=CC1F)NC(N(CC(C)C)[C@H]1COCC=2NC(C=3C=C(C=CC3C21)F)=O)=O